C(C(=C)C)(=O)OC1C2C3COC(C3C(C1)O2)=O 3-oxo-4,10-dioxa-tricyclo[5.2.1.02,6]dec-8-yl methacrylate